CC1=C(C=CC=C1)/C=C/CC (E)-4-(2-methylphenyl)-3-butene